methyl 3-cyano-2-methylbenzoate C(#N)C=1C(=C(C(=O)OC)C=CC1)C